methyl trans-4-[(3-methylimidazol-4-yl)methyl]cyclohexanecarboxylate CN1C=NC=C1C[C@@H]1CC[C@H](CC1)C(=O)OC